4-chloro-N-(4,4-difluorocyclohexyl)-6-methyl-1,3,5-triazin-2-amine ClC1=NC(=NC(=N1)C)NC1CCC(CC1)(F)F